(2S,4S)-4-hydroxypyrrolidine-1,2-dicarboxylic acid O1-tert-butyl O2-methyl ester COC(=O)[C@H]1N(C[C@H](C1)O)C(=O)OC(C)(C)C